1,3,5-tri(4-tertiary butyl-3-hydroxy-2,6-dimethylbenzyl)-1,3,5-triazine C(C)(C)(C)C1=C(C(=C(CN2CN(CN(C2)CC2=C(C(=C(C=C2C)C(C)(C)C)O)C)CC2=C(C(=C(C=C2C)C(C)(C)C)O)C)C(=C1)C)C)O